5-Cyano-4-((4-methoxytetrahydrothiophen-3-yl)amino)pyridin C(#N)C=1C(=CC=NC1)NC1CSCC1OC